potassium ((2,2,2-trifluoroethyl)sulfonyl)amide FC(CS(=O)(=O)[NH-])(F)F.[K+]